NC1=NC(=NC=2N1N=C(N2)C=2OC=CC2)N2C[C@@H](CCC2)CN2CCN(CC2)C2=C(C=C(OCC(=O)OC)C=C2)F Methyl (S)-2-(4-(4-((1-(7-amino-2-(furan-2-yl)-[1,2,4]triazolo[1,5-a][1,3,5]triazin-5-yl)piperidin-3-yl)methyl)piperazin-1-yl)-3-fluorophenoxy)acetate